4,7-di[2-(propyloxycarbonylethyloxy)phenyl]-benzothiadiazole C(CC)OC(=O)CCOC1=C(C=CC=C1)C1=CC=C(C2=C1N=NS2)C2=C(C=CC=C2)OCCC(=O)OCCC